(2-fluoroethoxy)-4-(6-(6-((6-methoxypyridin-3-yl)methyl)-3,6-diazabicyclo[3.1.1]heptan-3-yl)pyridin-3-yl)-6-oxopyrimidine-5-carbonitrile FCCOC=1NC(C(=C(N1)C=1C=NC(=CC1)N1CC2N(C(C1)C2)CC=2C=NC(=CC2)OC)C#N)=O